Tert-butyl N-[5-[[2-[(2R,4S)-4-acetamido-2-phenyl-1-piperidyl]-2-oxo-acetyl]amino]-3-methyl-2-pyridyl]carbamate C(C)(=O)N[C@@H]1C[C@@H](N(CC1)C(C(=O)NC=1C=C(C(=NC1)NC(OC(C)(C)C)=O)C)=O)C1=CC=CC=C1